[Ni].C(C)C1=CC=CC1.C(C)C1=CC=CC1 bis(ethylcyclopentadiene) nickel